tert-butyl 6-(8-(benzo[d]thiazol-2-ylcarbamoyl)-3,4-dihydroisoquinolin-2(1H)-yl)-3-(4-(((1r,4r)-4-(3-ethoxy-3-oxopropyl)cyclohexyl)oxy)-2-methylphenyl)picolinate S1C(=NC2=C1C=CC=C2)NC(=O)C=2C=CC=C1CCN(CC21)C2=CC=C(C(=N2)C(=O)OC(C)(C)C)C2=C(C=C(C=C2)OC2CCC(CC2)CCC(=O)OCC)C